4-[2-chloro-4-(trifluoromethoxy)phenoxy]-N-[3-(N,S-dimethylsulfonimidoyl)phenyl]-6-(trifluoromethyl)pyridine ClC1=C(OC2=CCN(C(=C2)C(F)(F)F)C2=CC(=CC=C2)S(=O)(=NC)C)C=CC(=C1)OC(F)(F)F